C(C)N(C=NC1=C(C(=CC(=C1)C)CC1=C(C=CC=C1)F)C)C N-ethyl-N'-(3-(2-fluorobenzyl)-2,5-dimethylphenyl)-N-methylformimidamide